ClC=1N=C(C2=C(N1)N(C=C2)CCC#N)NC2=NNC(=C2)C 3-(2-chloro-4-[(5-methyl-1H-pyrazol-3-yl)amino]-7H-pyrrolo[2,3-d]pyrimidin-7-yl)propionitrile